FC=1C=C(CN)C=CC1O 3-Fluoro-4-hydroxybenzylamine